(1R,2S,3R,5S)-3-(4-amino-7H-pyrrolo[2,3-d]pyrimidin-7-yl)-5-(2-((S)-2-isopropyl-1,2,3,4-tetrahydrobenzo[b][1,8]naphthyridin-8-yl)ethyl)cyclopentane-1,2-diol NC=1C2=C(N=CN1)N(C=C2)[C@H]2[C@@H]([C@@H]([C@H](C2)CCC=2C=CC=1C(=NC=3N[C@@H](CCC3C1)C(C)C)C2)O)O